BrC=1C=C2C(=NC1N(CC1=CC=C(C=C1)OC)CC1=CC=C(C=C1)OC)C=CN2 6-bromo-N,N-bis[(4-methoxyphenyl)methyl]-1H-pyrrolo[3,2-b]pyridin-5-amine